sodium tartrate 2-((1-((4-ethoxy-3-(5-methyl-4-oxo-7-propyl-3,4-dihydroimidazo[5,1-f][1,2,4]triazin-2-yl)phenyl)sulfonyl)azetidin-3-yl)amino)ethyl-nitrate C(C)OC1=C(C=C(C=C1)S(=O)(=O)N1CC(C1)NCCO[N+](=O)[O-])C1=NN2C(C(N1)=O)=C(N=C2CCC)C.C(=O)([O-])C(O)C(O)C(=O)[O-].[Na+].[Na+]